CC1=NN(C2=CC(=CC=C12)C(=O)N)CCCCCCCC#C 3-methyl-1-(non-8-yn-1-yl)-1H-indazole-6-carboxamide